(R)-4-Cyano-4-methyl-N-((2-phenyl-1,6-naphthyridin-7-yl)methyl)chromane-6-carboxamide C(#N)[C@@]1(CCOC2=CC=C(C=C12)C(=O)NCC1=NC=C2C=CC(=NC2=C1)C1=CC=CC=C1)C